2-isopropoxyimino-N-(1-methylcyclopropyl)-3-[(1-methylpyrazol-4-yl)methyl]-4-oxo-1H-quinazoline-6-sulfonamide C(C)(C)ON=C1NC2=CC=C(C=C2C(N1CC=1C=NN(C1)C)=O)S(=O)(=O)NC1(CC1)C